2-({(3R,6R)-1-[(2-cyclopropylphenyl)carbonyl]-6-methylpiperidin-3-yl}oxy)-3-methylpyridine-4-carbonitrile C1(CC1)C1=C(C=CC=C1)C(=O)N1C[C@@H](CC[C@H]1C)OC1=NC=CC(=C1C)C#N